(tetrahydro-2H-pyran-4-yl)piperidine-1-carboxylate O1CCC(CC1)OC(=O)N1CCCCC1